(6R,9R)-4-((S)-4-((benzyloxy)carbonyl)-3-(cyanomethyl)piperazin-1-yl)-2-(methylsulfinyl)-5,6,7,9-tetrahydro-8H-6,9-methanopyrimido[4,5-c]azepin-8-carboxylic acid tert-butyl ester C(C)(C)(C)OC(=O)N1[C@H]2C3=C(C[C@@H](C1)C2)C(=NC(=N3)S(=O)C)N3C[C@@H](N(CC3)C(=O)OCC3=CC=CC=C3)CC#N